(±)-tartaric acid C(C(C(=O)O)O)(C(=O)O)O